C(N)(=O)C=1C=C(C=CC1)CN1C2=C(C3=CC=CC(=C13)C(=O)O)CCC2CC 4-[(3-carbamoylphenyl)methyl]-3-ethyl-1H,2H,3H,4H-cyclopenta[b]indole-5-carboxylic acid